C(CCC)C1(N(S(C2=C(N(C1)C1=CC=CC=C1)C=C(C(=C2)CSCC(=O)OCC)SC)(=O)=O)C)CC ethyl 2-(((3-butyl-3-ethyl-2-methyl-7-(methylthio)-1,1-dioxido-5-phenyl-2,3,4,5-tetrahydro-1,2,5-benzothiadiazepin-8-yl)methyl)thio)acetate